5-chloropyridin-3-yl (5R)-3,3-difluoro-5-(2-oxopyrrolidin-1-yl)piperidine-1-carboxylate FC1(CN(C[C@@H](C1)N1C(CCC1)=O)C(=O)OC=1C=NC=C(C1)Cl)F